N1C=NC=2C(=NC=CC21)O imidazo[4,5-c]pyridin-4-ol